CN(C(C(CNCCC[C@H](C(C)C)N1CC2(C1)CN(CC2)C=2N=CN=NC2OC2=C(C(=O)N(C(C)C)CC)C=C(C=C2)F)C)=O)C 2-((5-(2-((3R)-6-((3-(dimethylamino)-2-methyl-3-oxopropyl)amino)-2-methylhexan-3-yl)-2,6-diazaspiro[3.4]octan-6-yl)-1,2,4-triazin-6-yl)oxy)-N-ethyl-5-fluoro-N-isopropylbenzamide